ClC1=CC=C(C=C1)C1=NC(OC1=O)C(F)(F)F 4-(p-chlorophenyl)-2-trifluoromethyl-3-oxazolin-5-one